ClC1=C(C#N)C=CC(=C1)N1CC2(C[C@@H]1C)CCN(CC2)C2=CC=C(C=C2)C(=O)N2CC(C2)CN2CCN(CC2)C2=CC(=CC=C2)NC2C(NC(CC2)=O)=O 2-Chloro-4-((3S)-8-(4-(3-((4-(3-((2,6-dioxopiperidin-3-yl)amino)phenyl)piperazine-1-yl)methyl)azetidine-1-carbonyl)phenyl)-3-methyl-2,8-diazaspiro[4.5]dec-2-yl)benzonitrile